C1(CC2C(CC1)O2)COC(CCCCC(=O)OCC2CC1C(CC2)O1)=O.FC1(CCC(CC1)NC1=NC(=CC(=C1)CNC(C)=O)N1N=C(C=C1)C(F)F)F N-((2-((4,4-difluorocyclohexyl)amino)-6-(3-(difluoromethyl)-1H-pyrazol-1-yl)pyridin-4-yl)methyl)acetamide bis((3,4-epoxycyclohexyl)methyl)adipate